{5-[1-(benzenesulfonyl)-2-phenylpyrrolo[2,3-b]pyridin-4-yl]-2-{3-[(tert-butyldimethylsilyl)oxy]propyl}-4-(4-fluorophenyl)pyrazol-3-yl}methanol C1(=CC=CC=C1)S(=O)(=O)N1C(=CC=2C1=NC=CC2C=2C(=C(N(N2)CCCO[Si](C)(C)C(C)(C)C)CO)C2=CC=C(C=C2)F)C2=CC=CC=C2